C(C1=CC=CC=C1)OC(=O)N1CC(CC1)C(=O)O 1-Benzyloxy-carbonylpyrrolidine-3-carboxylic acid